2-(2-(cyclopropanesulfonylamino)thiazol-4-yl)-N-(4-(6-ethoxypyrazin-2-yl)phenyl)-4-hydroxybutyramide C1(CC1)S(=O)(=O)NC=1SC=C(N1)C(C(=O)NC1=CC=C(C=C1)C1=NC(=CN=C1)OCC)CCO